FC=1C=C2C=NN(C2=CC1O)C1=CC=C(C=C1)C1=CC(=CC=C1)O 5-fluoro-1-(3'-hydroxy-[1,1'-biphenyl]-4-yl)-1H-indazol-6-ol